5-(2-((Tetrahydro-2H-pyran-4-yl)methyl)-1H-pyrrolo[2,3-b]pyridin-4-yl)-1H-indazol-3-amine O1CCC(CC1)CC1=CC=2C(=NC=CC2C=2C=C3C(=NNC3=CC2)N)N1